FC1=C(C=C(C(=C1O)F)F)C=1SC(=CN1)CN1C([C@@H]2CC[C@@H]2C1=O)=O (1R,5S)-3-((2-(2,4,5-Trifluoro-3-hydroxyphenyl)thiazol-5-yl)methyl)-3-azabicyclo[3.2.0]heptane-2,4-dione